NC[C@H](CNS(=O)(=O)C=1C(=C(C(=CC1)N1C[C@H]([C@@H](CC1)CN)O)C=1N=NNN1)S(=O)(=O)N)O N1-((R)-3-amino-2-hydroxypropyl)-4-(trans-4-(aminomethyl)-3-hydroxypiperidin-1-yl)-3-(2H-tetrazol-5-yl)benzene-1,2-disulfonamide